4-methoxy-2-((4,6-dimethoxypyrimidin-2-yl)seleno)benzoic acid COC1=CC(=C(C(=O)O)C=C1)[Se]C1=NC(=CC(=N1)OC)OC